SC1=CC=C(C=C1)N1C(=NC2=C(C=CC=C2C1=O)OC)C 3-(4-mercaptophenyl)-8-methoxy-2-methyl-quinazolin-4(3H)-one